1-Ethyl 2-(3-(2,2-diethoxyethoxy)isoxazol-5-yl)-3-methylbutanoate C(C)OC(COC1=NOC(=C1)C(C(=O)OCC)C(C)C)OCC